racemic-N-(1-cyclopropyl-2-oxo-1,2-dihydropyridin-3-yl)-8-fluoro-7-isopropoxy-2-(1-methyl-2-oxabicyclo[2.2.1]heptan-4-yl)imidazo[1,2-a]pyridine-6-carboxamide C1(CC1)N1C(C(=CC=C1)NC(=O)C=1C(=C(C=2N(C1)C=C(N2)C21COC(CC2)(C1)C)F)OC(C)C)=O